C1(CCC1)O[C@H](C=1C=C(C=CC1)N1C(C2=CC(=CC(=C2C1)C(F)(F)F)CNC1(CCC1)C)=O)C1=NN=CN1C (R)-2-(3-(cyclobutoxy(4-methyl-4H-1,2,4-triazol-3-yl)methyl)phenyl)-6-(((1-methylcyclobutyl)amino)methyl)-4-(trifluoromethyl)isoindolin-1-one